(2S,3S,4R,5R)-5-(6-(benzylamino)-2-m-methyl-phenyl-9H-purin-9-yl)-3,4-dihydroxyl-N-methyltetrahydrofuran-2-carboxamide C(C1=CC=CC=C1)NC1=C2N=CN(C2=NC(=N1)C1=CC(=CC=C1)C)[C@H]1[C@@H]([C@@H]([C@H](O1)C(=O)NC)O)O